6-fluoro-7-nitro-5-(trifluoromethyl)-1H-indazole FC1=C(C=C2C=NNC2=C1[N+](=O)[O-])C(F)(F)F